tert-butyl {(2S)-1-amino-1-oxo-3-[(3S)-2-oxopiperidin-3-yl]propan-2-yl}carbamate NC([C@H](C[C@H]1C(NCCC1)=O)NC(OC(C)(C)C)=O)=O